(biphenylyl)(Dibenzofuranylphenyl)(spirobifluorenyl)amine C1(=C(C=CC=C1)N(C=1C2(C3=CC4=CC=CC=C4C3=CC1)C=CC=C1C3=CC=CC=C3C=C12)C1=C(C=CC=C1)C1=CC=CC=2OC3=C(C21)C=CC=C3)C3=CC=CC=C3